1-(5-bromo-2-iodophenyl)ethanone BrC=1C=CC(=C(C1)C(C)=O)I